C1(CCCC1)C1=C(C(=O)O)C=CC(=C1)C=1C=2C(N=CC1F)=CN(N2)C2=CC(=CC(=C2)F)F 2-cyclopentyl-4-(2-(3,5-difluorophenyl)-6-fluoro-2H-pyrazolo[4,3-b]pyridin-7-yl)benzoic acid